(5-(1H-Pyrazolo[3,4-b]pyridin-1-yl)pyridin-2-yl)-N3-(6-methyl-1,2,4-triazin-3-yl)cyclopentane-1,3-diamine N1(N=CC=2C1=NC=CC2)C=2C=CC(=NC2)C2(CC(CC2)NC=2N=NC(=CN2)C)N